ClC1=C(C=C(C(=O)OCC)C=C1[N+](=O)[O-])OCCCOS(=O)(=O)C Ethyl 4-chloro-3-(3-((methylsulfonyl)oxy)propoxy)-5-nitrobenzoate